4-(4-ethoxy-3,5-difluorobenzyl)-N-hydroxy-3-oxo-3,4-dihydro-2H-benzo[b][1,4]oxazine-6-carboxamide C(C)OC1=C(C=C(CN2C3=C(OCC2=O)C=CC(=C3)C(=O)NO)C=C1F)F